C1(CCCCN1)=O delta-valerolactam